6-chloro-1H-pyrazolo[4,3-c]pyridazin-3-amine ClC1=CC2=C(N=N1)C(=NN2)N